7-nitro-6-oxo-5,6-dihydro-1,5-naphthyridine-2-carbonitrile [N+](=O)([O-])C=1C(NC=2C=CC(=NC2C1)C#N)=O